tert-butyl ((1s,4s)-4-((5-bromo-3-(((4,6-dimethyl-2-oxo-1,2-dihydropyridin-3-yl)methyl)carbamoyl)-2-methylphenyl)(methyl)amino)cyclohexyl)-carbamate BrC=1C=C(C(=C(C1)N(C1CCC(CC1)NC(OC(C)(C)C)=O)C)C)C(NCC=1C(NC(=CC1C)C)=O)=O